C1(CCCCC1)C1=NC=CC2=CC(=CC=C12)OC 1-Cyclohexyl-6-methoxyisoquinoline